COC1=C(C=C(C=C1)N1[C@@H](CCC1)C(=O)O)[N+](=O)[O-] (4-methoxy-3-nitrophenyl)-L-proline